C1(CCC1)OC=1C=NC=C2C=CC(NC12)=O 8-cyclobutoxy-1,6-naphthyridin-2(1H)-one